[Sb].[Ge].[Cd] cadmium-germanium-antimony